C(=O)C1=C(OCC=2C=C(C(=O)O)C=CC2)C=CC=C1 3-((2-formylphenoxy)methyl)benzoic acid